potassium tartrate disuccinate C(CCC(=O)O)(=O)[O-].C(CCC(=O)O)(=O)O.C(=O)(O)C(O)C(O)C(=O)O.[K+]